2-((1-(4-fluorobenzyl)piperidin-4-yl)methyl)-5-(piperidin-4-yl)-2,3-dihydro-1H-inden-1-one FC1=CC=C(CN2CCC(CC2)CC2C(C3=CC=C(C=C3C2)C2CCNCC2)=O)C=C1